2-methyl-3-((1,1,3,3-tetramethyl-1-(trimethylsilyloxy)disiloxanyl)-propyl)phenol CC1=C(C=CC=C1CCC[Si](O[Si](O[Si](C)(C)C)(C)C)(C)C)O